C1(CC1)N1N=CC(=C1)[C@@H]1OCC[C@@H](C1)C=1N=C(C2=C(N1)N=C(C(=C2)C(=O)N)C)C2=C(C=C(C=C2)F)F 2-[(2R,4S)-2-(1-cyclopropylpyrazol-4-yl)tetrahydropyran-4-yl]-4-(2,4-difluorophenyl)-7-methylpyrido[2,3-d]pyrimidine-6-carboxamide